diethyl ((1-(2-chloro-5-(4-methoxybenzyl)-8-(trifluoromethyl)-5H-pyrimido[5,4-b]indol-4-yl)piperidin-4-yl)methyl)phosphonate ClC=1N=C(C=2N(C=3C=CC(=CC3C2N1)C(F)(F)F)CC1=CC=C(C=C1)OC)N1CCC(CC1)CP(OCC)(OCC)=O